C(C1=CC=NC=C1)(=O)N1CCN(CC1)C(=O)C1=CC=C(C=C1)C1=NC2=C(N1)C=CC=C2C(=O)N 2-(4-(4-Isonicotinoyl-piperazine-1-carbonyl)phenyl)-1H-benzo[d]imidazole-4-carboxamide